CN1CCN(CC1)C1=CC=C(C(=O)NC=2SC(=CN2)[N+](=O)[O-])C=C1 4-(4-Methylpiperazin-1-yl)-N-(5-nitrothiazol-2-yl)benzamide